5-cyclopropyl-3-fluoro-2-[4-[[(3r,5r)-5-fluoro-1-methyl-3-piperidinyl]amino]-pyrrolo[1,2-d][1,2,4]triazin-1-yl]phenol C1(CC1)C=1C=C(C(=C(C1)O)C=1C=2N(C(=NN1)N[C@H]1CN(C[C@@H](C1)F)C)C=CC2)F